C[C@@H]1O[C@@H](CN(C1)C1=CC=CC(=N1)C1=NC2=CC(=NC=C2C=C1)CNC(C1=CC(=C(C(=C1)S(=O)(=O)CCOC1OCCCC1)C)C)=O)C N-((2-(6-((cis)-2,6-dimethylmorpholino)pyridin-2-yl)-1,6-naphthyridin-7-yl)methyl)-3,4-dimethyl-5-((2-((tetrahydro-2H-pyran-2-yl)oxy)ethyl)sulfonyl)benzamide